2-(2-chloro-5-fluoropyrimidin-4-yl)-5-methyl-2,4-dihydro-3H-pyrazol-3-one ClC1=NC=C(C(=N1)N1N=C(CC1=O)C)F